OCC(CCNC1=C2N=CN(C2=NC=N1)[C@H]1[C@H](O)[C@@H](O)[C@H](O)[C@H](O1)CO)C 6-(4-hydroxy-3-methylbutylamino)-9-β-D-glucopyranosylpurine